2,2-bis[4-(4-nitro-3-hydroxy-2-fluorophenoxy)phenyl]propane [N+](=O)([O-])C1=C(C(=C(OC2=CC=C(C=C2)C(C)(C)C2=CC=C(C=C2)OC2=C(C(=C(C=C2)[N+](=O)[O-])O)F)C=C1)F)O